FC=1C=C(C=CC1)[C@@](CN(S(=O)(=O)C)C)([C@@H]1[C@H](CCC1)NC(=O)OC)C1CCN(CC1)C1CC2(CN(C2)C(=O)OC(C)(C)C)C1 tert-butyl 6-(4-((S)-1-(3-fluorophenyl)-1-((1R,2S)-2-((methoxycarbonyl) amino) cyclopentyl)-2-(N-methylmethylsulfonamido) ethyl) piperidin-1-yl)-2-azaspiro[3.3]heptane-2-carboxylate